5-(3-(2-methoxyethyl)-2-methyl-3H-imidazo[4,5-b]pyridin-5-yl)-N-(trans-3-(4-methylpiperazin-1-yl)cyclobutyl)pyrrolo[2,1-f][1,2,4]triazin-2-amine COCCN1C(=NC=2C1=NC(=CC2)C=2C=CN1N=C(N=CC12)N[C@@H]1C[C@H](C1)N1CCN(CC1)C)C